1-methyl-4-(1-(4-(trifluoromethoxy)benzoyl)piperidin-4-yl)-1,4-dihydropyrido[2,3-b]pyrazine-2,3-Dion CN1C2=C(N(C(C1=O)=O)C1CCN(CC1)C(C1=CC=C(C=C1)OC(F)(F)F)=O)N=CC=C2